C(C1=CC=CC=C1)OCCC1(CCOCC1)CNC=1C(=CC=C(C1C)Br)N N'-([4-[2-(benzyloxy)ethyl]oxan-4-yl]methyl)-4-bromo-3-methylbenzene-1,2-diamine